5-[chloro(difluoro)methyl]-3-(2,5-difluoro-4-methylphenyl)-1,2,4-oxadiazole ClC(C1=NC(=NO1)C1=C(C=C(C(=C1)F)C)F)(F)F